3-(pyrimidin-2-yl)-1,2,4-oxadiazol N1=C(N=CC=C1)C1=NOC=N1